NC(COCCOCC(=O)NC1=C(C=CC=C1)N1CNCC1)=O 3-(2-(2-(2-(2-amino-2-oxoethoxy)ethoxy)acetamido)phenyl)imidazoline